3,4,5,6-tetrachloropyridinecarbonitrile ClC=1C(=NC(=C(C1Cl)Cl)Cl)C#N